ClC1=CC=C(O\C(\C(=O)OC)=C/CC)C=C1 methyl (Z)-2-(4-chlorophenoxy)pent-2-enoate